1-methyl-4-vinylbenzene CC1=CC=C(C=C1)C=C